(S)-2-(4-(4-chloro-6-oxo-1,6-dihydropyridine-3-carbonyl)-3,3-dimethylpiperazin-1-yl)-N-(5-(4-fluorophenoxy)pyridin-2-yl)propanamide ClC=1C(=CNC(C1)=O)C(=O)N1C(CN(CC1)[C@H](C(=O)NC1=NC=C(C=C1)OC1=CC=C(C=C1)F)C)(C)C